tert-butyl (3S,4S)-3-(heptylamino)-4-(heptyloxy)pyrrolidine-1-carboxylate C(CCCCCC)N[C@H]1CN(C[C@@H]1OCCCCCCC)C(=O)OC(C)(C)C